O=C1NC(CCC1NC1=C(CN(C2CCN(CC2)C2=C(C=C(C=C2)NC(C2=CC(=C(C=C2)C)C#CC2=CN=C3N2N=CC=C3)=O)C(F)(F)F)C)C=CC=C1)=O N-(4-(4-((2-((2,6-dioxopiperidin-3-yl)amino)benzyl)(methyl)amino)piperidin-1-yl)-3-(trifluoromethyl)phenyl)-3-(imidazo[1,2-b]pyridazin-3-ylethynyl)-4-methylbenzamide